3-aminopropyldimethoxy-methylsilane NCCC[Si](C)(OC)OC